5-(tert-butoxycarbonyl)-4,5,6,7-tetrahydrothieno[3,2-c]pyridine C(C)(C)(C)OC(=O)N1CC2=C(CC1)SC=C2